tetradecadienoyl-CoA C(C=CC=CCCCCCCCCC)(=O)SCCNC(CCNC([C@@H](C(COP(OP(OC[C@@H]1[C@H]([C@H]([C@@H](O1)N1C=NC=2C(N)=NC=NC12)O)OP(=O)(O)O)(=O)O)(=O)O)(C)C)O)=O)=O